FC(F)(F)C1=C(C=CC(=C1)N)C1=CC=C(N)C=C1 trifluoromethyl-benzidine